Br[C@@]1(C[C@H](O)[C@@H](CO)O1)N1C(=O)NC(=O)C=C1 Bromo-2'-deoxy-uridine